C(CCCCC(=O)N1CC2=CC=CC=C2C1)(=O)N1CC2=CC=CC=C2C1 N,N'-hexanedioyl-bisisoindoline